COC1=NC(=NC=C1C(F)(F)F)NC1CNCC1 4-methoxy-N-(pyrrolidin-3-yl)-5-(trifluoromethyl)pyrimidin-2-amine